Cl.CC1=CC=C(O[C@@H]2C[C@H](C2)NC(=O)[C@@H]2CNC[C@H]2C2=CC=CC=C2)C=C1 trans-N-[trans-3-(4-Methylphenoxy)cyclobutyl]-4-phenylpyrrolidine-3-carboxamide hydrochloride